ClC(C1=NC(=NO1)C1=CC=C(C=C1)C(COC=1C=NC=CC1)=O)(F)F 1-(4-(5-(chlorodifluoromethyl)-1,2,4-oxadiazol-3-yl)phenyl)-2-(pyridin-3-yloxy)ethan-1-one